8-[(2s,5r)-4-[(4-fluorophenyl)methyl]-2,5-dimethylpiperazin-1-yl]-5-methyl-6-oxo-5,6-dihydro-1,5-naphthyridine-2-carbonitrile FC1=CC=C(C=C1)CN1C[C@@H](N(C[C@H]1C)C1=CC(N(C=2C=CC(=NC12)C#N)C)=O)C